CC1=C(OC(C(=O)OCC)(C)C)C(=CC(=C1)CN1N=CN(C1=O)C1=C(C=CC=C1)C(F)(F)F)C Ethyl 2-(2,6-dimethyl-4-((5-oxo-4-(2-(trifluoromethyl)phenyl)-4,5-dihydro-1H-1,2,4-triazol-1-yl)methyl)phenoxy)-2-methylpropionate